(S)-1-(2-(8-amino-1-(4-phenoxybenzoyl)imidazo[1,5-a]pyrazin-3-yl)pyrrolidin-1-yl)but-2-yn-1-one NC=1C=2N(C=CN1)C(=NC2C(C2=CC=C(C=C2)OC2=CC=CC=C2)=O)[C@H]2N(CCC2)C(C#CC)=O